N-[[6-(5-methylisoxazole-3-carbonyl)-6-azaspiro[2.5]octan-2-yl]methyl]furo[2,3-c]pyridine-2-carboxamide CC1=CC(=NO1)C(=O)N1CCC2(C(C2)CNC(=O)C2=CC=3C(=CN=CC3)O2)CC1